(R)-4-(2-(1H-pyrazol-3-yl)-6,7,8,9-tetrahydro-2H-1,2,3,7-tetraazabenzo[cd]azulene-4-yl)-3-methylmorpholine N1N=C(C=C1)N1N=C2CCNCC=3C2=C1N=C(C3)N3[C@@H](COCC3)C